NC=1C=2N(C=CN1)C(=NC2C)[C@@H](C)C=2C(=C(C(=O)NC[C@@H]1OCCC1)C(=C(C2)Cl)F)OC(C)C 3-((S)-1-(8-amino-1-methylimidazo[1,5-a]pyrazin-3-yl)ethyl)-5-chloro-6-fluoro-2-isopropoxy-N-(((R)-tetrahydrofuran-2-yl)methyl)benzamide